S-((3,4-DICHLOROPHENYL)(2-HYDROXYPHENYL)METHYL) O,O-DIETHYL PHOSPHOROTHIOATE P(SC(C1=C(C=CC=C1)O)C1=CC(=C(C=C1)Cl)Cl)(OCC)(OCC)=O